2,4-dichlorophenol acetate C(C)(=O)OC1=C(C=C(C=C1)Cl)Cl